ClC1=C(CCNC2=CC3=C(C(C4=C(OC3)C=C3C(=C4)OCO3)=O)C=C2F)C=CC(=C1)Cl 8-((2,4-dichlorophenethyl)amino)-9-fluoro-[1,3]dioxolo[4',5':4,5]benzo[1,2-b]benzo[e]oxepin-11(6H)-one